BrC1=CC(=C(O[C@H](C(=O)O)C(C)C)C=C1)I (S)-2-(4-bromo-2-iodophenoxy)-3-methylbutyric acid